COC=1C=C2CCCC(C2=CC1)C(=O)OC methyl 6-methoxy-1,2,3,4-tetrahydronaphthalene-1-carboxylate